(2-fluoro-3-methoxy-6-(5-methyl-1H-1,2,4-triazol-1-yl)phenyl)methylamine FC1=C(C(=CC=C1OC)N1N=CN=C1C)CN